monosodium 5-sulfoisophthalic acid salt S(=O)(=O)([O-])C=1C=C(C=C(C(=O)O)C1)C(=O)O.[Na+]